5-((3-(Difluoromethoxy)pyridin-2-yl)methyl)-7-((1S,3S)-3-(2-fluoro-6-methylphenyl)cyclopentyl)-3-methylpyrido[2,3-b]pyrazin-6(5H)-one FC(OC=1C(=NC=CC1)CN1C(C(=CC=2C1=NC(=CN2)C)[C@@H]2C[C@H](CC2)C2=C(C=CC=C2C)F)=O)F